FC1=C(C=CC(=C1)C1=NC2=CC=C3C(=C2C=2CCCCC12)C=NN3)O 2-fluoro-4-(8,9,10,11-tetrahydro-3H-pyrazolo[4,3-a]phenanthridin-7-yl)phenol